bromoiodofluorene BrC1=C(C=2CC3=CC=CC=C3C2C=C1)I